C(C)OC(=O)C=1N=C(SC1C1CCN(CC1)CC1=CC=CC=C1)N(C)C=1N=NC(=C(C1)C)NC=1SC2=C(N1)C=CC=C2 ({6-[(1,3-benzothiazol-2-yl)amino]-5-methylpyridazin-3-yl}(methyl)amino)-5-(1-benzylpiperidin-4-yl)-1,3-thiazole-4-carboxylic acid ethyl ester